tert-butyl 2-methyl-5-(4,4,5,5-tetramethyl-1,3,2-dioxaborolan-2-yl)-1H-benzo[d]imidazole-1-carboxylate CC1=NC2=C(N1C(=O)OC(C)(C)C)C=CC(=C2)B2OC(C(O2)(C)C)(C)C